2,5-dimethylindoline CC1NC2=CC=C(C=C2C1)C